2'-methoxy-4'-(5-methyl-1,2,4-oxadiazol-3-yl)-[1,1'-biphenyl]-4-carbonyl chloride COC1=C(C=CC(=C1)C1=NOC(=N1)C)C1=CC=C(C=C1)C(=O)Cl